BrCC1=CC=C(C=C1)COCCNC(OC(C)(C)C)=O tert-butyl N-(2-{[4-(bromomethyl)phenyl]methoxy}ethyl)carbamate